FC1=CC=C(CN2C=CC=3C(=CC=CC23)C=O)C=C1 1-(4-fluorobenzyl)-1H-indole-4-carbaldehyde